tricyanomelamine C(#N)NC1=NC(=NC(=N1)NC#N)NC#N